methyl 2-bromo-5,6-dihydro-4H-cyclopenta[b]thiophene-3-carboxylate BrC1=C(C2=C(S1)CCC2)C(=O)OC